diphenyl-methyl-(cyclopentadienyl)(fluorenyl)zirconium dichloride [Cl-].[Cl-].C1(=CC=CC=C1)C([Zr+2](C1=CC=CC=2C3=CC=CC=C3CC12)C1C=CC=C1)C1=CC=CC=C1